O[C@H]1[C@H](CCCC1)CCCN(CCCCCCCC(=O)N(CCCCCCCCCC)CCCCCCCCCC)CCCCCCCC(=O)N(CCCCCCCCCC)CCCCCCCCCC 8,8'-((3-((1R,2R)-2-hydroxycyclohex-yl)propyl)azanedi-yl)bis(N,N-didecyl-octanamide)